C12(CC3CC(CC(C1)C3)C2)C=2C(C=C(C(C2)=O)C)=O 2-((3r,5r,7r)-adamantan-1-yl)-5-methylcyclohexa-2,5-diene-1,4-dione